C(C)OC([C@@H]([C@H]([C@@H]([C@@H](O)C1=CC=C(C=C1)F)O)O)O)=O (2R,3S,4R,5S)-5-(4-fluorophenyl)-2,3,4,5-tetrahydroxypentanoic acid ethyl ester